6-(2-Azabicyclo-[2.2.1]heptan-6-yl-amino)-3-[2-hydroxy-4-(trifluoromethyl)-phenyl]-4-methyl-1,2,4-triazin-5-one C12NCC(CC1NC=1C(N(C(=NN1)C1=C(C=C(C=C1)C(F)(F)F)O)C)=O)C2